C1(CC1)N1N=NN=C1C(CC(F)F)N1N=CC(=C1)NC([C@H](C1CCC(CC1)(F)F)NC(=O)C=1N(N=CC1)C(C)C)=O N-[(1S)-2-[[1-[1-(1-cyclopropyltetrazol-5-yl)-3,3-difluoro-propyl]pyrazol-4-yl]amino]-1-(4,4-difluorocyclohexyl)-2-oxo-ethyl]-2-iso-propyl-pyrazole-3-carboxamide